diaminophenylsodium carbonate C(O)(O)=O.NC=1C(=C(C=CC1)[Na])N